4-(4-Cyclopropylpiperazin-1-yl)-N-(3-phenylpropyl)-1H-benzo[d]imidazole-1-carboxamide C1(CC1)N1CCN(CC1)C1=CC=CC=2N(C=NC21)C(=O)NCCCC2=CC=CC=C2